1-Ethyl 5-cyanopyrazolo[1,5-a]pyrimidine-3-carboxylate C(#N)C1=NC=2N(C=C1)N=CC2C(=O)OCC